1,3-di-tert-butylimidazolium iodide [I-].C(C)(C)(C)N1C=[N+](C=C1)C(C)(C)C